CP1(C=C(CC1)C)=O 1,3-Dimethyl-2-phospholen-1-oxid